C1(=CC=CC=C1)C(=C(O)O)CCCCCCCC phenyl-decenediol